(R)-methyl 1-(2-((3-bromo-2-methylphenyl)carbamoyl)-4,5,6,7-tetrahydropyrazolo[1,5-a]pyridin-4-yl)piperidine-4-carboxylate BrC=1C(=C(C=CC1)NC(=O)C1=NN2C([C@@H](CCC2)N2CCC(CC2)C(=O)OC)=C1)C